COC(CNC1=C(C=CC=C1OC)C#N)=O 2-(2-cyano-6-methoxyanilino)acetic acid methyl ester